N-(2,3-dihydroxypropyl)-allylbicyclo[2.2.1]hept-5-ene-2,3-dicarboximide OC(CN1C(=O)C2C3(C=CC(C2C1=O)C3)CC=C)CO